Tert-butyl (4S)-3,3-difluoro-4-[4-(3-methyl-2-oxo-1H-imidazo[4,5-c]pyridin-4-yl)piperazin-1-yl]piperidine-1-carboxylate FC1(CN(CC[C@@H]1N1CCN(CC1)C1=NC=CC2=C1N(C(N2)=O)C)C(=O)OC(C)(C)C)F